(1R,3S,5R)-2-(2-(3-acetyl-5-(2-methylpyrimidin-5-yl)-1H-indazol-1-yl)acetyl)-N-(6-bromo-3-cyclopropyl-pyridin-2-yl)-2-azabicyclo[3.1.0]hexane-3-carboxamide C(C)(=O)C1=NN(C2=CC=C(C=C12)C=1C=NC(=NC1)C)CC(=O)N1[C@@H]2C[C@@H]2C[C@H]1C(=O)NC1=NC(=CC=C1C1CC1)Br